(6-(2,5-dioxo-2,5-dihydro-1H-pyrrol-1-yl)hexanoyl)glycyl-L-prolyl-L-arginylglycyl-L-leucine O=C1N(C(C=C1)=O)CCCCCC(=O)NCC(=O)N1[C@@H](CCC1)C(=O)N[C@@H](CCCNC(N)=N)C(=O)NCC(=O)N[C@@H](CC(C)C)C(=O)O